P(=O)(OC)(OC1=C(C=CC=C1)Cl)OC[C@@H](CCCCCCCCCCCCCCCCC)OCC1=CC(=CC(=C1)F)C#N methyl (2-chlorophenyl) ((R)-2-((3-cyano-5-fluorobenzyl)oxy)nonadecyl) phosphate